2-[[(3aR,4S,6R,6aS)-6-[[5-amino-6-bromo-2-(propylthio)-4-pyrimidinyl]amino]tetrahydro-2,2-dimethyl-4H-cyclopenta-1,3-dioxol-4-yl]oxy]-ethanol NC=1C(=NC(=NC1Br)SCCC)N[C@@H]1C[C@@H]([C@@H]2[C@H]1OC(O2)(C)C)OCCO